C1(CC1)S(=O)(=O)NC=1SC=C(N1)C(C(=O)NC1=NC=C(C=C1)C1=NC(=CN=C1)OCC)CCOC 2-(2-(cyclopropanesulfonylamino)thiazol-4-yl)-N-(5-(6-ethoxypyrazin-2-yl)pyridin-2-yl)-4-methoxybutyramide